C(C)NC(=O)[C@H]1CCC2=CC(=CC=C12)C1=NOC(=N1)CC (S)-N-ethyl-5-(5-ethyl-1,2,4-oxadiazol-3-yl)-2,3-dihydro-1H-indene-1-carboxamide